C(C)(=O)N1C(COCC1)C(=O)N1[C@@H](C[C@H](C1)F)C(=O)N[C@H](C1=CC=C(C=C1)C(C)C)C1=CC=CC=C1 (2S,4R)-1-(4-acetylmorpholine-3-carbonyl)-4-fluoro-N-[(S)-phenyl[4-(propan-2-yl)phenyl]methyl]pyrrolidine-2-carboxamide